O=C1OC2=C(N1C1C(NC(CC1)=O)=O)C=CC(=C2)C2CCN(CC2)CC2CCNCC2 3-(2-oxo-6-(1-(piperidin-4-ylmethyl)piperidin-4-yl)benzo[d]oxazol-3(2H)-yl)piperidine-2,6-dione